2-((1r,4r)-4-methoxycyclohexylamino)-4-(methylsulfinyl)pyrimidine-5-carboxamide COC1CCC(CC1)NC1=NC=C(C(=N1)S(=O)C)C(=O)N